BrC1=CC=C(C=N1)C(C(F)(F)F)(O)O 1-(6-bromopyridin-3-yl)-2,2,2-trifluoroethane-1,1-diol